C(C)(C)(C)N1N=CC(=C1)NC1=NC=CC(=N1)NCC1=C(C=CC=C1C)C 2-((1-tert-butyl-1H-pyrazol-4-yl)amino)-4-((2,6-dimethylbenzyl)amino)pyrimidin